4-(2-fluoropyridin-4-yl)-2,3-dihydro-1H-pyrrolo[3,4-c]pyridin FC1=NC=CC(=C1)C1=NC=CC2=C1CNC2